2-(6-hydroxy-2-(4-hydroxystyryl)-4H-benzopyran-4-ylidene)malononitrile OC=1C=CC2=C(C(C=C(O2)C=CC2=CC=C(C=C2)O)=C(C#N)C#N)C1